2-(2,6-dioxopiperidin-3-yl)-5-fluoro-6-(4-(piperidin-4-ylmethyl)piperazine-1-yl)Isoindoline-1,3-dione tertbutyl-4-(6-amino-5-fluoropyridin-3-yl)-2,2-dimethylpiperazine-1-carboxylate C(C)(C)(C)OC(=O)N1C(CN(CC1)C=1C=NC(=C(C1)F)N)(C)C.O=C1NC(CCC1N1C(C2=CC(=C(C=C2C1=O)F)N1CCN(CC1)CC1CCNCC1)=O)=O